C(C)(=O)OC[C@H]1O[C@H]([C@@H](C1)OC(C)=O)N1C2=NC(=NC=C2N(C1=O)CC1=CC(=CC=C1)F)N ((2S,4R,5R)-4-acetoxy-5-(2-amino-7-(3-fluorobenzyl)-8-oxo-7,8-dihydro-9H-purin-9-yl) tetrahydrofuran-2-yl)methyl acetate